ClC=1C(=CC2=C(N=C(N=C2N[C@H](C)C2=CC(=CC=C2)C(C(C)(C)O)(F)F)C)N1)C1(CC1)C#N (R)-1-(7-chloro-4-((1-(3-(1,1-difluoro-2-hydroxy-2-methylpropyl)phenyl)ethyl)amino)-2-methylpyrido[2,3-d]pyrimidin-6-yl)cyclopropane-1-carbonitrile